CN1N=C(C=C1)COC1=C(C=C2C(NCC2=C1)=O)C1=CC=C(C#N)C=C1 4-(6-((1-methyl-1H-pyrazol-3-yl)methoxy)-3-oxoisoindolin-5-yl)benzonitrile